NC([C@H](C[C@H]1C(NCC1)=O)NC(=O)[C@H]1C[Si](CN1C([C@H](C(C)(C)C)NC(C(F)(F)F)=O)=O)(C)C)=O (S)-N-((S)-1-Amino-1-oxo-3-((S)-2-oxopyrrolidin-3-yl)propan-2-yl)-1-((S)-3,3-dimethyl-2-(2,2,2-trifluoroacetamido)butanoyl)-3,3-dimethyl-1,3-azasilolidine-5-carboxamide